[Si].[B].[B] diboron silicon